(1s,4s)-4-(3-chloroanilino)-2'-[(pyridin-4-yl)ethynyl]spiro[cyclohexane-1,1'-indene]-4-carboxylic acid ClC=1C=C(NC2(CCC3(C(=CC4=CC=CC=C34)C#CC3=CC=NC=C3)CC2)C(=O)O)C=CC1